1-[(1R,2R)-2-ethoxycyclopentyl]-N-{[3-(4-{[(3S,4R)-3-fluoro-1-methylpiperidin-4-yl]amino}-1-(2,2,2-trifluoroethyl)-1H-indol-2-yl)-1,2,4-oxadiazol-5-yl]methyl}-1H-pyrrole-3-carboxamide C(C)O[C@H]1[C@@H](CCC1)N1C=C(C=C1)C(=O)NCC1=NC(=NO1)C=1N(C2=CC=CC(=C2C1)N[C@H]1[C@H](CN(CC1)C)F)CC(F)(F)F